C(C1=CC=CC=C1)SC1=C(C=O)C=CC(=C1)Br 2-(benzylthio)-4-bromobenzaldehyde